O1C(=C(C=C1)C(=O)OCC1CO1)C(=O)OCC1CO1 diglycidyl furandicarboxylate